OCC1=NC(=C(C#N)C(=C1C)C)C 6-(Hydroxymethyl)-2,4,5-trimethylnicotinonitrile